Cl.ClC1=C(C=C(C=C1)N(C(=O)[C@@H]1C=2C(CN1)=C(NC2)C)C)C (4S)-N-(4-chloro-3-methylphenyl)-N,1-dimethyl-4h,5h,6h-pyrrolo[3,4-C]pyrrole-4-carboxamide hydrochloride